ClC1=CC=C(C(=N1)C(=O)O)NC(C)C=1C=C(C=C2C(N(C(=NC12)N1CCC(CC1)(F)F)C)=O)F 6-Chloro-3-((1-(2-(4,4-difluoropiperidin-1-yl)-6-fluoro-3-methyl-4-oxo-3,4-dihydroquinazolin-8-yl)ethyl)amino)picolinic acid